C(C)(C)C1=CC=C(S1)C1N(CCC1C(=O)N)C=1SC(=CC1)C(C)C bis(5-isopropylthiophen-2-yl)pyrrolidine-3-carboxamide